FC(C=1ON=C2C1CN(CC2)C=2SC(=CN2)C(=O)N)(F)F 2-[3-(trifluoromethyl)-6,7-dihydro-4H-isoxazolo[4,3-c]Pyridin-5-yl]Thiazole-5-carboxamide